O=C1NC(CCC1N1C(N(C2=C1C=C(C(=C2)N2CCC(CC2)(O)CC(=O)O)F)C)=O)=O 2-[1-[1-(2,6-dioxo-3-piperidyl)-6-fluoro-3-methyl-2-oxo-benzimidazol-5-yl]-4-hydroxy-4-piperidyl]acetic acid